(1S,3S,5S)-2-(N-(4-methoxy-4-oxobutanoyl)-O-phenyl-L-homoseryl-glycyl)-5-methyl-2-azabicyclo[3.1.0]hexane-3-carboxylic acid COC(CCC(=O)N[C@@H](CCOC1=CC=CC=C1)C(=O)NCC(=O)N1[C@H]2C[C@]2(C[C@H]1C(=O)O)C)=O